(4-((2-amino-3-iodopyridin-4-yl)oxy)-3-fluorophenyl)-1-(3-chloropyridin-2-yl)-5-ethyl-1H-pyrazole-4-carboxamide NC1=NC=CC(=C1I)OC1=C(C=C(C=C1)C1=NN(C(=C1C(=O)N)CC)C1=NC=CC=C1Cl)F